N-(2-Chloro-4-(trifluoromethyl)phenyl)-2-(5-ethyl-2-(1H-indol-2-yl)-7-oxo-6-(piperazin-1-yl)-[1,2,4]triazolo[1,5-a]pyrimidin-4(7H)-yl)acetamide ClC1=C(C=CC(=C1)C(F)(F)F)NC(CN1C=2N(C(C(=C1CC)N1CCNCC1)=O)N=C(N2)C=2NC1=CC=CC=C1C2)=O